NCC1=CC(=CN1C1=NC=CC=C1)C(=O)NC1=CC(=CC(=C1)NS(=O)(=O)C)Cl 5-(aminomethyl)-N-(3-chloro-5-(methylsulfonamido)phenyl)-1-(pyridin-2-yl)-1H-pyrrole-3-carboxamide